ClC1=CC=C(C=N1)CC1C(N(C2CC12)C1=CC(=NN1)C1=CN=NC=C1)=O 4-((6-chloropyridin-3-yl)methyl)-2-(3-(pyridazin-4-yl)-1H-pyrazol-5-yl)-2-azabicyclo[3.1.0]hexan-3-one